1,1'-bis(ditert-butylphosphino)ferrocen C(C)(C)(C)P([C-]1C=CC=C1)C(C)(C)C.[C-]1(C=CC=C1)P(C(C)(C)C)C(C)(C)C.[Fe+2]